1-[4-[2-(4-butylphenyl)ethynyl]phenyl]-2,5-difluoro-4-isothiocyanatobenzene C(CCC)C1=CC=C(C=C1)C#CC1=CC=C(C=C1)C1=C(C=C(C(=C1)F)N=C=S)F